CC1(C[C@H](C(N1)=O)C[C@@H](C(=O)OC)NC(=O)[C@H]1NC[C@H]2[C@@H]1CCC2)C (S)-methyl 3-((R)-5,5-dimethyl-2-oxopyrrolidin-3-yl)-2-((1S,3aR,6aS)-octahydrocyclopenta[c]pyrrole-1-carboxamido)propanoate